COC(=O)C1C(NC2=CC=C(C=C2C1)OC\C(=C\F)\CNC(=O)OC(C)(C)C)=O 6-[(E)-2-[(t-Butoxycarbonylamino)methyl]-3-fluoro-allyloxy]-2-oxo-3,4-dihydro-1H-quinoline-3-carboxylic acid methyl ester